N-((2R,3S)-2-(((cis-4-isopropylcyclohexyl)oxy)methyl)-1-(((1-methyl-1H-pyrazol-3-yl)oxy)acetyl)piperidin-3-yl)methanesulfonamide C(C)(C)[C@H]1CC[C@H](CC1)OC[C@@H]1N(CCC[C@@H]1NS(=O)(=O)C)C(COC1=NN(C=C1)C)=O